The molecule is a pyridinium ion obtained by formal condensation of four molecules of lysine. It has a role as a biomarker. It is a pyridinium ion and a lysine derivative. C1=C(C=[N+](C(=C1CCC(C(=O)O)N)CCCC(C(=O)O)N)CCCCC(C(=O)O)N)CCC(C(=O)O)N